benzyl-sulfonamide C(C1=CC=CC=C1)S(=O)(=O)N